diethyl(4-((7-methoxy-1,8-naphthyridin-4-yl)methyl)benzyl)phosphonate C(C)OP(OCC)(=O)CC1=CC=C(C=C1)CC1=CC=NC2=NC(=CC=C12)OC